7-(pyrazolo[1,5-a]pyridine-3-carbonyl)-2,7-diazaspiro[4.4]nonane-1,3-dione N1=CC(=C2N1C=CC=C2)C(=O)N2CC1(CC(NC1=O)=O)CC2